N-(3-(5-((3-acrylamido-4-(morpholine-4-carbonyl)phenyl)amino)-1-methyl-6-oxo-1,6-dihydropyridin-3-yl)-2-methylphenyl)-3-methoxybenzamide C(C=C)(=O)NC=1C=C(C=CC1C(=O)N1CCOCC1)NC1=CC(=CN(C1=O)C)C=1C(=C(C=CC1)NC(C1=CC(=CC=C1)OC)=O)C